C(#N)C=1C=C(C=CC1OCC1CC1)C=1SC(=C(N1)C)C(=O)NCCO (3-cyano-4-(cyclopropylmethoxy)phenyl)-N-(2-hydroxyethyl)-4-methylthiazole-5-carboxamide